C1(=CC=CC=C1)C1=CC(=CC(=C1)N1C2=CC=CC=C2C=2C=CC(=CC12)Br)C1=CC=CC=C1 9-([1,1':3',1''-terphenyl]-5'-yl)-2-bromo-9H-carbazole